2-(4-cyclopropyl-2,6-dimethylphenyl)-5-morpholino-2,6-dihydro-7H-[1,2,3]triazolo[4,5-d]pyrimidine-7-thione C1(CC1)C1=CC(=C(C(=C1)C)N1N=C2C(N=C(NC2=S)N2CCOCC2)=N1)C